methylenebis-(6-t-butyl-p-cresol) C(C1=CC(=CC(=C1O)C(C)(C)C)C)C1=CC(=CC(=C1O)C(C)(C)C)C